O-(cis-3-hexenyl)-galactopyranose C(C\C=C/CC)OC1[C@H](O)[C@@H](O)[C@@H](O)[C@H](O1)CO